ClC1=C(C(=NC=N1)NC1=C(C=CC(=C1)[N+](=O)[O-])N1CCN(CC1)C)OC 6-chloro-5-methoxy-N-(2-(4-methylpiperazin-1-yl)-5-nitrophenyl)pyrimidin-4-amine